C1(CCCCC1)CC(=O)O[C@@H]1[C@H](O[C@@]([C@@H]1O)(C#N)C1=CC=C2C(=NC=NN21)NC(C2=CC=CC=C2)=O)CO[Si](C2=CC=CC=C2)(C2=CC=CC=C2)C(C)(C)C (2R,3S,4R,5R)-5-(4-benzamidopyrrolo[2,1-f][1,2,4]triazin-7-yl)-2-(((tert-butyldiphenylsilyl)oxy)methyl)-5-cyano-4-hydroxytetrahydrofuran-3-yl 2-cyclohexylacetate